O=C1NC(CCC1N1C(C2=CC=C(C=C2C1)CNC(C(C1=CC=C(C=C1)SC(F)(F)F)(F)F)=O)=O)=O N-((2-(2,6-dioxopiperidin-3-yl)-1-oxoisoindolin-5-yl)methyl)-2,2-difluoro-2-(4-(trifluoromethylthio)phenyl)acetamide